3-methylheptamethylenediamine CC(CCN)CCCCN